N1=CNC2=NC=CC(=C21)C=2C=NN(C2)C2=CC=C(C=N2)C(C(F)(F)F)(O)C2CCOCC2 (6-(4-(3H-imidazo[4,5-b]pyridin-7-yl)-1H-pyrazol-1-yl)pyridin-3-yl)-2,2,2-trifluoro-1-(tetrahydro-2H-pyran-4-yl)ethanol